2,5-diketo-D-gluconate C(C(=O)[C@H]([C@@H](C(=O)C(=O)[O-])O)O)O